CN1CCC(=CC1)C=1C=CC(=NC1)[N+](=O)[O-] 5-(1-methyl-3,6-dihydro-2H-pyridin-4-yl)-2-nitropyridine